N,N-dimethyl-pyrrolo[2,3-d]-pyrimidine-6-carboxamide CN(C(=O)C=1CC2=C(N=CN=C2)N1)C